tert-butyl (2R,5S)-4-(7-(2,4-dimethoxybenzyl)-6-oxo-6,7-dihydro-5H-pyrrolo[2,3-d]pyrimidin-4-yl)-2,5-dimethylpiperazine-1-carboxylate COC1=C(CN2C(CC3=C2N=CN=C3N3C[C@H](N(C[C@@H]3C)C(=O)OC(C)(C)C)C)=O)C=CC(=C1)OC